(4,7,10-tri{2-[(2-methylpropan-2-yl)oxyl]-2-oxoethyl}-1,4,7,10-tetraazacyclododecane-1-yl)acetic acid CC(C)(C)OC(CN1CCN(CCN(CCN(CC1)CC(OC(C)(C)C)=O)CC(OC(C)(C)C)=O)CC(=O)O)=O